ClC=1C=C(C=C(C1)Cl)[C@H]1N(C[C@@H](CC1)C)C(C(=O)NC=1C=C(C(=NC1)OC)C(=O)N)=O 5-[[2-[(2S,5R)-2-(3,5-dichlorophenyl)-5-methyl-1-piperidyl]-2-oxo-acetyl]amino]-2-methoxy-pyridine-3-carboxamide